C=C1C(NC(C(N1)=O)=CC=1N=CN(C1C)CC1=CC=CC=C1)=O methylene-6-((5-methyl-1-benzylimidazol-4-yl)methylene)piperazine-2,5-dione